C(C)OC1=C(C(=O)O)C(=CC=C1C)NC(=O)OCC 2-Ethoxy-6-((ethoxycarbonyl)amino)-3-methylbenzoic acid